C(CCCC)C1CC2=C(NC3=C(C=CC=C23)C(=O)O)C1 2-pentyl-1H,2H,3H,4H-cyclopenta[b]indole-5-carboxylic acid